2-(4,4-difluoroazepan-1-yl)-6,6-difluoro-N-(3-sulfamoylphenyl)-5,6,7,8-tetrahydroquinoline-3-carboxamide FC1(CCN(CCC1)C1=NC=2CCC(CC2C=C1C(=O)NC1=CC(=CC=C1)S(N)(=O)=O)(F)F)F